methyl (1S,2S)-2-(((6-(4-(((benzyloxy)carbonyl)amino)-3-methylisoxazol-5-yl)-2-methylpyridin-3-yl)oxy)methyl)cyclohexane-1-carboxylate C(C1=CC=CC=C1)OC(=O)NC=1C(=NOC1C1=CC=C(C(=N1)C)OC[C@@H]1[C@H](CCCC1)C(=O)OC)C